C(C1=CC=CC=C1)N([C@@H](CC(=O)OCC)C=1C=C(C=CC1)C1=C(C=CC=C1F)F)[C@H](C)C1=CC=CC=C1 ethyl (S)-3-(benzyl((R)-1-phenylethyl)amino)-3-(2',6'-difluorobiphenyl-3-yl)propanoate